Hafnium di-n-butoxide [O-]CCCC.[O-]CCCC.[Hf+2]